benzyl-2,2-dimethyl-7-(1-methylazetidin-3-yl)-3,4-dihydroquinoline-1(2H)-carboxamide C(C1=CC=CC=C1)C1C(N(C2=CC(=CC=C2C1)C1CN(C1)C)C(=O)N)(C)C